N-tert-butyl-4-[[2-[2-hydroxy-5-(morpholinomethyl)phenyl]acetyl]amino]pyridine-2-carboxamide manganese chloride [Cl-].[Mn+2].C(C)(C)(C)NC(=O)C1=NC=CC(=C1)NC(CC1=C(C=CC(=C1)CN1CCOCC1)O)=O.[Cl-]